3-Amino-7-fluoro-8-bromo-N-propylimidazo[1,2-a]pyridine-2-carboxamide NC1=C(N=C2N1C=CC(=C2Br)F)C(=O)NCCC